CO[Si](CCCNCCC[Si](OC)(OC)OC)(OC)OC N,N-bis(3-trimethoxysilylpropyl)amine